C(C1=CC=CC=C1)N1CC=C2N1CC[C@H](C(N2)=O)C2=NC(=NN2)C(=O)NC2CC2 1-Benzyl-N-(6S)-2-cyclopropyl-5-oxo-4,6,7,8-tetrahydropyrazolo[1,5-a][1,3]diazepin-6-yl-1,2,4-triazol-3-carboxamid